N1=CC=C(C=C1)N1N=C(C=C1)C(=O)OC methyl 1-(4-pyridyl)pyrazole-3-carboxylate